FC1=C(C=CC(=C1C(=O)C1=CNC2=NC=C(C=C21)C2=CC=C(C=C2)N2CCC(CC2)C=O)F)NS(=O)(=O)N2C[C@@H](CC2)F (3R)-N-[2,4-difluoro-3-[5-[4-(4-formyl-1-piperidyl)phenyl]-1H-pyrrolo[2,3-b]pyridine-3-carbonyl]phenyl]-3-fluoro-pyrrolidine-1-sulfonamide